[Se]=[Te].[Zn] zinc selenium telluride